Ethyl (2-bromo-6-cyanophenyl)carbamate BrC1=C(C(=CC=C1)C#N)NC(OCC)=O